BrC=1C=C(C=CC1F)C(C#N)C=1N=NC(=CC1)Cl 2-(3-Bromo-4-fluorophenyl)-2-(6-chloropyridazin-3-yl)acetonitrile